(5-tert-butyl-2H-pyrazol-3-yl)-3-(4-{5-[2-(2-{3-[2-(2,6-dioxopiperidin-3-yl)-1-oxo-2,3-dihydro-1H-isoindol-4-yl]-propoxy}-ethoxy)-ethoxy]-benzimidazol-1-yl}-phenyl)-urea C(C)(C)(C)C=1C=C(NN1)NC(=O)NC1=CC=C(C=C1)N1C=NC2=C1C=CC(=C2)OCCOCCOCCCC2=C1CN(C(C1=CC=C2)=O)C2C(NC(CC2)=O)=O